6-(5-bromo-3-(2,5-dimethyl-1H-pyrrol-1-yl)-1H-pyrazol-1-yl)-1-methyl-1H-indole BrC1=CC(=NN1C1=CC=C2C=CN(C2=C1)C)N1C(=CC=C1C)C